5-(3-hydroxyphenyl)-N-(pyridin-3-yl)furan-2-carboxamide OC=1C=C(C=CC1)C1=CC=C(O1)C(=O)NC=1C=NC=CC1